1-[5-(5-chloro-2-methoxypyridin-4-yl)-1H-pyrazole-3-carbonyl]-N-[(4,5-dimethyl-1,3-thiazol-2-yl)methyl]piperidine-4-carboxamide ClC=1C(=CC(=NC1)OC)C1=CC(=NN1)C(=O)N1CCC(CC1)C(=O)NCC=1SC(=C(N1)C)C